NC=1C2=C(N=CN1)N(C=C2C2=CC=C(C=C2)OC(F)(F)F)[C@@H]2O[C@@H]([C@H]([C@H]2O)O)CSCC=2C(=NOC2C2=CC=CC=C2)C (2R,3R,4S,5S)-2-(4-Amino-5-(4-(trifluoromethoxy)phenyl)-7H-pyrrolo[2,3-d]pyrimidin-7-yl)-5-((((3-methyl-5-phenylisoxazol-4-yl)methyl)thio)methyl)tetrahydrofuran-3,4-diol